2-(3-ethylphenyl)oxazol-5(4H)-one C(C)C=1C=C(C=CC1)C=1OC(CN1)=O